C(C)(C)(C)OC(=O)N1C[C@@]2(N(C3=NC(=CC=C3CC2)C)CC2=CC=C(C=C2)OC)C[C@@H]1C (3S,5S)-1'-(4-methoxybenzyl)-5,7'-dimethyl-3',4'-dihydro-1'H-spiro[pyrrolidine-3,2'-[1,8]naphthyridine]-1-carboxylic acid tert-butyl ester